BrC1=CC(=C(C(=C1)F)C(CCC(=O)O)C#N)F 4-(4-Bromo-2,6-difluorophenyl)-4-cyanobutyric acid